OCC=1C=CC(NC1)=O 5-(hydroxymethyl)pyridin-2(1H)-one